ClC=1C=C(C=CC1)C1=NNC2=NC(=CN=C21)N2CCC(CC2)(C#N)NC(OCC2=CC=CC=C2)=O benzyl (1-(3-(3-chlorophenyl)-1H-pyrazolo[3,4-b]pyrazin-6-yl)-4-cyanopiperidin-4-yl)carbamate